[N+](=O)([O-])C1=CC=C(CC(CN(CCN)CCN)CN(CCN)CCN)C=C1 N1,N1'-(2-(4-nitrobenzyl)propane-1,3-diyl)bis(N1-(2-aminoethyl)ethane-1,2-diamine)